ClC1=CC(=C(C=C1)C(C)=O)O 1-(4-chloro-2-hydroxyphenyl)ethan-1-one